5,5-dimethyl-1-(pent-4-en-1-yn-1-yl)cyclohex-1-ene CC1(CCC=C(C1)C#CCC=C)C